4-Benzyl 1-(4-((2-hexyldecanoyl)oxy)butyl) (2S)-2-hydroxysuccinate O[C@H](C(=O)OCCCCOC(C(CCCCCCCC)CCCCCC)=O)CC(=O)OCC1=CC=CC=C1